3-methylimidazoline-2,4-dione CN1C(NCC1=O)=O